trichlorotin Cl[Sn](Cl)Cl